tert-butyl (2R)-6-(benzyloxy)-2-{[(tert-butoxycarbonyl)(3-methylbutyl)amino]methyl}-5-[(2-tert-butoxy-2-oxoethyl)amino]-4-fluoro-2,3-dihydro-1H-indole-1-carboxylate C(C1=CC=CC=C1)OC1=C(C(=C2C[C@@H](N(C2=C1)C(=O)OC(C)(C)C)CN(CCC(C)C)C(=O)OC(C)(C)C)F)NCC(=O)OC(C)(C)C